2-(5-bromopentyloxy)tetrahydro-2H-pyran BrCCCCCOC1OCCCC1